C(C)C1=CC=C(C2=CC=CC=C12)CC 1,4-diethylnaphthalene